CN(C)CN1CC(C1)N1N=C(C(=C1)NC1=NC=C(C(=N1)NCCCN1CCOCCC1=O)C(F)(F)F)C 4-(3-((2-((1-(1-((dimethylamino)methyl)azetidin-3-yl)-3-methyl-1H-pyrazol-4-yl)amino)-5-(trifluoromethyl)pyrimidin-4-yl)amino)propyl)-1,4-oxazepan-5-one